N-(3-chloro-2-methylphenyl)-2-(2-ethoxyethyl)-6-({[2-(trifluoromethyl)phenyl]carbonyl}amino)-1H-benzimidazole-4-carboxamide ClC=1C(=C(C=CC1)NC(=O)C1=CC(=CC=2NC(=NC21)CCOCC)NC(=O)C2=C(C=CC=C2)C(F)(F)F)C